1-[3-(1,3-dioxolan-2-yl)-6-[5-[(6-methylpyridazin-3-yl)amino]benzimidazol-1-yl]-2-pyridyl]-5-methyl-pyrazole-3-carbonitrile O1C(OCC1)C=1C(=NC(=CC1)N1C=NC2=C1C=CC(=C2)NC=2N=NC(=CC2)C)N2N=C(C=C2C)C#N